C(CCCCCCCCCCC)SC(=S)SC(C(=O)O)(C)C dodecylthiothiocarbonylthio-2-methylpropionic acid